C(C)(C)(C)OC(=O)N1[C@H](CN(CC1)C1=NC=C(C=N1)C(F)(F)F)C (S)-2-methyl-4-(5-(trifluoromethyl)pyrimidin-2-yl)piperazine-1-carboxylic acid tert-butyl ester